C(=C)C1=CC=C(C=C1)C(C)=O 1-(4-vinylphenyl)ethan-1-one